ClC1=NC=C(C(=C1)NC1(CC1)C#N)[N+](=O)[O-] 1-((2-chloro-5-nitropyridin-4-yl)amino)cyclopropane-1-carbonitrile